tert-butyl 8-methyl-4-[(10E)-15-oxo-8-oxa-2,14,20,21-tetrazatetracyclo[12.6.2.13,7.018,22]tricosa-1(20),3,5,7(23),10,16,18,21-octaen-16-yl]-2,3-dihydroquinoxaline-1-carboxylate CC=1C=CC=C2N(CCN(C12)C(=O)OC(C)(C)C)C=1C(N2CC/C=C/COC=3C=CC=C(NC4=NC=C(C1)C2=N4)C3)=O